2-[1-(Hydroxymethyl)cyclopropyl]acetonitrile OCC1(CC1)CC#N